N1=C(N=CC=C1)C1(CC1)NC(=O)[C@@H]1CN(CC[C@@H]1NC(=O)C1=NOC(=C1)C1=C(C=C(C=C1)F)F)CC1CC1 |r| racemic-(3R,4S)-1-cyclopropylmethyl-4-{[5-(2,4-difluoro-phenyl)-isoxazole-3-carbonyl]-amino}-piperidine-3-carboxylic acid (1-pyrimidin-2-yl-cyclopropyl)-amide